4-(butylamino)-2-((4-methoxybenzyl)amino)-6-(4-(pyrrolidin-1-ylmethyl)benzyl)-6,7-dihydro-5H-pyrrolo[3,4-d]pyrimidin-5-one C(CCC)NC=1C2=C(N=C(N1)NCC1=CC=C(C=C1)OC)CN(C2=O)CC2=CC=C(C=C2)CN2CCCC2